N-(4-(9-phenyl-9H-fluoren-9-yl)phenyl)-[1,1'-biphenyl]-4-amine C1(=CC=CC=C1)C1(C2=CC=CC=C2C=2C=CC=CC12)C1=CC=C(C=C1)NC1=CC=C(C=C1)C1=CC=CC=C1